6-(2-(4-Fluoro-3-methylphenyl)pyridin-3-yl)-N-(4-sulfamoylphenyl)imidazo[1,2-a]pyridine-3-carboxamide FC1=C(C=C(C=C1)C1=NC=CC=C1C=1C=CC=2N(C1)C(=CN2)C(=O)NC2=CC=C(C=C2)S(N)(=O)=O)C